CC1(OB(OC1(C)C)C=1C=C2C=CNC2=C(C1)C(=O)OC)C methyl 5-(4,4,5,5-tetramethyl-1,3,2-dioxaborolan-2-yl)-1H-indole-7-carboxylate